N-(((1r,3s,5R,7S)-3-hydroxyadamantan-1-yl)carbamoyl)-4-methylbenzenesulfonamide OC12CC3(C[C@H](C[C@@H](C1)C3)C2)NC(=O)NS(=O)(=O)C2=CC=C(C=C2)C